(S)-methyl-phenethylamine CNCCC1=CC=CC=C1